C1(CC1)CCOC=1C=C(C=CC1F)[C@H](C)NS(=O)(=O)CCCCCN1C(NC(C1)=O)=O (S)-N-(1-(3-(2-cyclopropylethoxy)-4-fluorophenyl)ethyl)-5-(2,4-dioxoimidazolidin-1-yl)pentane-1-sulfonamide